(S)-(2,7-Dimethyl-3-(3,4,5-trifluorophenyl)-4,5-dihydro-2H-pyrazolo[3,4-c]pyridin-6(7H)-yl)(1-((2-(trimethylsilyl)ethoxy)methyl)-1H-pyrazolo[3,4-b]pyridin-5-yl)methanone CN1N=C2[C@@H](N(CCC2=C1C1=CC(=C(C(=C1)F)F)F)C(=O)C=1C=C2C(=NC1)N(N=C2)COCC[Si](C)(C)C)C